N-((1r,4S)-4-(3-chloro-4-cyanophenoxy)cyclohexyl)-6-((S)-3-((4-(4-(2,4-dioxotetrahydropyrimidin-1(2H)-yl)-1H-indol-1-yl)piperidin-1-yl)methyl)piperidin-1-yl)pyridazine-3-carboxamide ClC=1C=C(OC2CCC(CC2)NC(=O)C=2N=NC(=CC2)N2C[C@@H](CCC2)CN2CCC(CC2)N2C=CC3=C(C=CC=C23)N2C(NC(CC2)=O)=O)C=CC1C#N